2-bromo-6-(3-((tetrahydro-2H-pyran-2-yl)oxy)prop-1-yn-1-yl)pyridin-3-ol BrC1=NC(=CC=C1O)C#CCOC1OCCCC1